1,2,3,4,5-pentafluorobenzenesulfonate FC1(C(C(=C(C(=C1)F)F)F)F)S(=O)(=O)[O-]